N-(4-((1S,3S)-3-butyl-6-methoxy-2-(3-(trimethylsilyl)propioloyl)-1,2,3,4-tetrahydroisoquinolin-1-yl)phenyl)-2-methylisonicotinamide C(CCC)[C@@H]1N([C@H](C2=CC=C(C=C2C1)OC)C1=CC=C(C=C1)NC(C1=CC(=NC=C1)C)=O)C(C#C[Si](C)(C)C)=O